[V].[Na].[F].[O] oxygen fluorine sodium vanadium